heptadecan-9-yl 8-((3-((2-(methylamino)-3,4-dioxocyclobut-1-en-1-yl)amino)propyl)(8-oxo-8-((2-pentylnonyl)oxy)octyl)amino)octanoate CNC1=C(C(C1=O)=O)NCCCN(CCCCCCCC(=O)OC(CCCCCCCC)CCCCCCCC)CCCCCCCC(OCC(CCCCCCC)CCCCC)=O